2-((4-(2-(4-chloro-2-(methoxy-d3)phenyl)-4-fluoro-2H-chromen-8-yl)piperidin-1-yl)methyl)-3-(((S)-oxabutane-2-yl)methyl)-3H-imidazo[4,5-b]pyridine-5-carboxylic acid ClC1=CC(=C(C=C1)C1OC2=C(C=CC=C2C(=C1)F)C1CCN(CC1)CC1=NC=2C(=NC(=CC2)C(=O)O)N1C[C@@H](O)CC)OC([2H])([2H])[2H]